C1(=CC=CC=C1)C(C(=O)C1C(C2=CC=CC=C2C1=O)=NN)C1=CC=CC=C1 2-diphenylacetyl-1,3-indandione-1-hydrazone